3-((E)-2-(5-((E)-3-((2-amino-5-ethoxyphenyl)amino)-3-oxoprop-1-en-1-yl)pyrazin-2-yl)-1-phenylethenyl)benzamide NC1=C(C=C(C=C1)OCC)NC(/C=C/C=1N=CC(=NC1)/C=C(\C1=CC=CC=C1)/C=1C=C(C(=O)N)C=CC1)=O